BrC=1N=C2C=CC(N(C2=CC1)COCC[Si](C)(C)C)=O 6-bromo-1-(2-Trimethylsilylethoxymethyl)-1,5-Naphthyridin-2-one